(5-amino-2-((5-(pyrimidin-2-yl)-1H-tetrazol-1-yl)methyl)-8-(pyrimidin-4-yl)-[1,2,4]triazolo[1,5-c]pyrimidin-7-yl)benzonitrile NC1=NC(=C(C=2N1N=C(N2)CN2N=NN=C2C2=NC=CC=N2)C2=NC=NC=C2)C2=C(C#N)C=CC=C2